1,3-dioxoisoindolin-2-yl tetrahydro-2H-pyran-4-carboxylate O1CCC(CC1)C(=O)ON1C(C2=CC=CC=C2C1=O)=O